C(#C)C=1SC=C(N1)NC(=O)N1CCN(CC1)C1=CC=C(C=C1)C1=CC=CC=2N1C=CN2 N-(2-ethynylthiazol-4-yl)-4-(4-(imidazo[1,2-a]pyridin-5-yl)phenyl)piperazine-1-carboxamide